(R)-2-chloro-8-methyl-N-(2-(oxetan-3-ylamino)-6-(trifluoromethyl)pyridin-4-yl)-8-(trifluoromethyl)-7,8-dihydro-6H-pyrazolo[1,5-a]pyrrolo[2,3-e]pyrimidine-6-carboxamide ClC1=NN2C(N=CC3=C2[C@@](CN3C(=O)NC3=CC(=NC(=C3)C(F)(F)F)NC3COC3)(C(F)(F)F)C)=C1